ClC=1C=C(C=C(C1CC1=C(C(=C(C=C1)O)C(C)C)F)Cl)/C=C(/C(=O)N(C)OC)\C (E)-3-(3,5-dichloro-4-(2-fluoro-4-hydroxy-3-isopropylbenzyl)phenyl)-N-methoxy-N,2-dimethylacrylamide